FC1=CC(=C(C=C1)N1N=C(C(=C1)OCC)C(=O)Cl)C 1-(4-fluoro-2-methylphenyl)-4-ethoxy-1H-pyrazole-3-carboxylic acid chloride